FC(OC1=CC=C(C=C1)C(C)N1C[C@@H](N(C[C@H]1CC)C=1C=2C(N(C(C1)=O)C)=CN(N2)CC#N)CC)F 2-(7-((2S,5R)-4-(1-(4-(difluoromethoxy)phenyl)ethyl)-2,5-diethylpiperazin-1-yl)-4-methyl-5-oxo-4,5-dihydro-2H-pyrazolo[4,3-b]pyridin-2-yl)acetonitrile